C(C)(C)C1=C(NC2=CC=C(C=C12)C1CCNCC1)C1=CC2=C(NC=N2)C=C1 5-(3-isopropyl-5-(piperidin-4-yl)-1H-indol-2-yl)-1H-benzo[d]imidazole